FC(C(=O)NC1=C(C=C(C=C1)OC(F)(F)F)I)(F)F 2,2,2-trifluoro-N-(2-iodo-4-(trifluoromethoxy)phenyl)acetamide